COC(=O)C1(CC1)N1N=C(C2=C(C1=O)SC(=C2)NCC)C(C)C [2-(ethylamino)-4-isopropyl-7-oxo-thieno[2,3-d]pyridazin-6-yl]cyclopropanecarboxylic acid methyl ester